[C@@H]1(C[C@](O)([C@@H](CO)O1)P(O)(=O)O)N1C(=O)NC(=O)C(C)=C1.N(=[N+]=[N-])C(CC[Si](C1=CC=CC=C1)(C)C)C1CCCCC1 (3-azido-3-cyclohexylpropyl)dimethyl-(phenyl)silane deoxythymidine-3'-phosphonate